5-bromo-2-(cyclopropoxymethyl)thiazole 6-chloro-3-(((R)-1-ethylpiperidin-3-yl)amino)-5-methylpyridazin-4-yl-benzenesulfinate ClC1=C(C(=C(N=N1)N[C@H]1CN(CCC1)CC)OS(=O)C1=CC=CC=C1)C.BrC1=CN=C(S1)COC1CC1